5-(isoxazol-4-yl)-2-(piperidin-1-yl)aniline O1N=CC(=C1)C=1C=CC(=C(N)C1)N1CCCCC1